CN(C(C(=O)OCC(F)(F)F)=O)CC1=C(C=C(C=C1)C(F)(F)F)C 2,2,2-Trifluoroethyl 2-[methyl-[[2-methyl-4-(trifluoromethyl)phenyl]methyl]amino]-2-oxo-acetate